OC(CCC[C@@H](C)[C@H]1CC[C@H]2\C(\CCC[C@]12C)=C\C=C/1\C[C@H](CCC1=C)O)(C)C (S,Z)-3-((E)-2-((1R,3aS,7aR)-1-((R)-6-hydroxy-6-methylheptan-2-yl)-7a-methylhexahydro-1H-inden-4(2H)-ylidene)ethylidene)-4-methylenecyclohexanol